sodium 4-octadecylamino-4-oxo-2-[(sodio)sulfonyl]butane C(CCCCCCCCCCCCCCCCC)NC(CC(C)S(=O)(=O)[Na])=O.[Na]